5-methyl-4,7-dibromo-2,1,3-benzothiadiazole CC1=C(C=2C(=NSN2)C(=C1)Br)Br